N-(4-(cyanomethyl)phenyl)-2-isopropyl-5-methylcyclohexane-1-carboxamide C(#N)CC1=CC=C(C=C1)NC(=O)C1C(CCC(C1)C)C(C)C